5-fluorobenzofuran-4-formamide FC1=CC=C2C(C=CO2)=C1C(=O)N